CC1=C(C(=CC=C1)C)N([C@H](C)C(=O)OC)C(=O)C2=CC=CO2 The molecule is a methyl N-(2,6-dimethylphenyl)-N-2-furoylalaninate that has R configuration. It is a methyl N-(2,6-dimethylphenyl)-N-2-furoylalaninate and a D-alanine derivative. It is an enantiomer of a (S)-furalaxyl.